methyl (S)-2-(4-(6-((4-chloro-2-fluorobenzyl)oxy)pyridin-2-yl)benzyl)-1-((tetrahydrofuran-3-yl)methyl)-1H-benzo[d]imidazole-6-carboxylate ClC1=CC(=C(COC2=CC=CC(=N2)C2=CC=C(CC3=NC4=C(N3C[C@H]3COCC3)C=C(C=C4)C(=O)OC)C=C2)C=C1)F